BrC=1C=C(C[C@](N)(C(=O)O)C)C=CC1O |r| 3-bromo-α-methyl-DL-tyrosine